FC(OC1=CC=CC=C1)(F)F p-(trifluoromethoxy)benzene